N,6-dimethyl-5-((1-((3-methyl-2-oxo-4-thioxo-1,2,3,4-tetrahydroquinazolin-7-yl)methyl)pyrrolidin-3-yl)oxy)picolinamide CNC(C1=NC(=C(C=C1)OC1CN(CC1)CC1=CC=C2C(N(C(NC2=C1)=O)C)=S)C)=O